BrC1=CC=CC=2C(OC(NC21)=O)=O 8-bromo-2H-3,1-benzoxazine-2,4(1H)-dione